methane cobalt [Co].C